2-bromo-1-(3-(trifluoromethoxy)phenyl)ethan-1-one BrCC(=O)C1=CC(=CC=C1)OC(F)(F)F